C(C)OC1=C(C=C(C=C1)C1=C(C=2CC3=CC=CC=C3C2C=C1)C1=CC(=C(C=C1)OCC)OCC)OCC bis(4-ethoxy-3-ethoxyphenyl)fluorene